4-(tert-butyl)-N-(1-ethyl-propyl)-2,6-dinitro-aniline C(C)(C)(C)C1=CC(=C(NC(CC)CC)C(=C1)[N+](=O)[O-])[N+](=O)[O-]